3-(3-(3-fluoro-2-hydroxyphenyl)-5,6,7,8-tetrahydroimidazo[1,5-a]pyridin-1-yl)pyridin-4-ol FC=1C(=C(C=CC1)C1=NC(=C2N1CCCC2)C=2C=NC=CC2O)O